CC1=CNC2=NC=C(C=C21)C=2C=C1CCN(CC1=C(C2)[C@H]2NCCC2)C(=O)C2=CC(=NC=C2)C (S)-(6-(3-methyl-1H-pyrrolo[2,3-b]pyridin-5-yl)-8-(pyrrolidin-2-yl)-3,4-dihydroisoquinolin-2(1H)-yl)(2-methylpyridin-4-yl)methanone